C1(=CC=CC=C1)C1=CN=C(S1)N\N=C\1/C(C2=CC=CC=C2C1)=O (Z)-2-(2-(5-phenylthiazol-2-yl)hydrazineylidene)-2,3-dihydro-1H-inden-1-one